C(C)(C)(C)OC(=O)N1[C@H](CCC1=O)COC1=NC=CC=C1Cl (2R)-2-[[(3-chloropyridin-2-yl)oxy]methyl]-5-oxopyrrolidine-1-carboxylic acid tert-butyl ester